tert-butyl N-(2-cyanoallyl)-N-[2-methoxy-7-[4-[(1-methylpiperidine-3-carbonyl)amino]-2-pyridyl]-1-naphthyl]carbamate C(#N)C(CN(C(OC(C)(C)C)=O)C1=C(C=CC2=CC=C(C=C12)C1=NC=CC(=C1)NC(=O)C1CN(CCC1)C)OC)=C